trans-(1RS,2RS)-2-(pyridin-2-yldisulfanyl)cycloheptan-1-ol N1=C(C=CC=C1)SS[C@H]1[C@@H](CCCCC1)O |r|